(S)-tert-butyl(1-((4-((3-chlorobenzyl)oxy)benzyl)amino)-1-oxobuta-2-yl)carbamate C(C)(C)(C)OC(N[C@H](C(=O)NCC1=CC=C(C=C1)OCC1=CC(=CC=C1)Cl)CC)=O